(S)-4-ethyl-8-fluoro-4-hydroxy-9-methoxy-11-methyl-1H-pyrano[3',4':6,7]indolizino[1,2-b]quinoline-3,14(4H,12H)-dione C(C)[C@]1(C(OCC=2C(N3CC=4C(=NC=5C=C(C(=CC5C4C)OC)F)C3=CC21)=O)=O)O